2-(2-((4-chlorophenyl)thio)-5-methyl-1H-pyrrol-1-yl)pyridine ClC1=CC=C(C=C1)SC=1N(C(=CC1)C)C1=NC=CC=C1